CC(C(=O)OC=1COC(C1[Se]C1=CC=CC=C1)C1=CC=C(C=C1)Cl)CC (5-p-chlorophenyl-4-(phenylseleno)-2,5-dihydrofuran-3-yl) methylbutanoate